(1r,3s)-3-[(3R)-3-(1-{3-chloro-6-[(1R)-1-(2,4-dichlorophenyl)ethoxy]pyridin-2-yl}azetidin-3-yl)piperidin-1-yl]-1-methylcyclobutane-1-carboxylic acid ClC=1C(=NC(=CC1)O[C@H](C)C1=C(C=C(C=C1)Cl)Cl)N1CC(C1)[C@@H]1CN(CCC1)C1CC(C1)(C(=O)O)C